24-hydroxytetracosyl oleate C(CCCCCCC\C=C/CCCCCCCC)(=O)OCCCCCCCCCCCCCCCCCCCCCCCCO